C1(CCCC1)OC=1C=C2C=CC(=CC2=CC1)CN1CCCCC1 1-((6-(Cyclopentyloxy)naphthalen-2-yl)methyl)piperidin